C1(=CC(=CC=C1)NC(=O)C1NCCC1)C N-(m-tolyl)-pyrrolidine-2-carboxamide